CC(C(C(=O)[O-])(C)C)(CCCC(=O)[O-])C.CC(C(C(=O)O)(C)C)(CCCC(=O)O)C.CC([O-])C.CC([O-])C.[Ti+4] titanium diisopropoxide bis(tetramethylpimelate)